4-((14-amino-3,6,9,12-tetraoxatetradecyl)amino)-2-methyl-N-(5-methylthiazol-2-yl)benzamide NCCOCCOCCOCCOCCNC1=CC(=C(C(=O)NC=2SC(=CN2)C)C=C1)C